N-(2-chloro-4-cyano-6-methylbenzoyl)-O-(3-(2-(5,6,7,8-tetrahydro-1,8-naphthyridin-2-yl)ethyl)cyclobutyl)-homoserine ClC1=C(C(=O)N[C@@H](CCOC2CC(C2)CCC2=NC=3NCCCC3C=C2)C(=O)O)C(=CC(=C1)C#N)C